C(C)OC(=O)C1=NC2=CC3=C(C=C2C=C1N)CNC3=O 3-amino-8-oxo-7,8-dihydro-6H-pyrrolo[3,4-g]quinoline-2-carboxylic acid ethyl ester